(2S,4R)-4-(4-Cyclobutoxy-2-trifluoromethyl-benzenesulfonyl)-1-(1-trifluoromethyl-cyclopropanecarbonyl)-pyrrolidine-2-carboxylic acid (1-cyano-cyclopropyl)-amide C(#N)C1(CC1)NC(=O)[C@H]1N(C[C@@H](C1)S(=O)(=O)C1=C(C=C(C=C1)OC1CCC1)C(F)(F)F)C(=O)C1(CC1)C(F)(F)F